3-[(tert-butoxycarbonyl)amino]-2-cyclopentylpropionic acid C(C)(C)(C)OC(=O)NCC(C(=O)O)C1CCCC1